(S)-2-amino-2-((1r,4S)-4-methylcyclohexyl)-N-(4-((R)-1-((S)-2-oxo-4-(trifluoromethyl)imidazolidin-1-yl)ethyl)-pyridin-2-yl)acetamide N[C@H](C(=O)NC1=NC=CC(=C1)[C@@H](C)N1C(N[C@@H](C1)C(F)(F)F)=O)C1CCC(CC1)C